bromotripropyl-silane Br[Si](CCC)(CCC)CCC